4-chloro-2-(4,4-difluoropiperidin-1-yl)-1,5-naphthyridine ClC1=CC(=NC2=CC=CN=C12)N1CCC(CC1)(F)F